C(C)(=O)NC(C(=O)OCC)(C(=O)OCC)CC1=CN=C(N1)C diethyl 2-acetamido-2-((2-methyl-1H-imidazol-5-yl)methyl)malonate